(6-methylpyridin-3-yl)quinazolin CC1=CC=C(C=N1)C1=NC2=CC=CC=C2C=N1